bismuth potassium lead [Pb].[K].[Bi]